tert-Butyl (2S,3R)-2-[(3-{1-[6-(aminomethyl)-3-methylpyridin-2-yl]ethyl}-2-fluorophenyl)methyl]-3-[(ethanesulfonyl)amino]-4,4-difluoropyrrolidine-1-carboxylate NCC1=CC=C(C(=N1)C(C)C=1C(=C(C=CC1)C[C@@H]1N(CC([C@@H]1NS(=O)(=O)CC)(F)F)C(=O)OC(C)(C)C)F)C